bicyclo[7.2.1]dodecane C12CCCCCCCC(CC1)C2